butoxymethylsilan C(CCC)OC[SiH3]